(2S)-2-{[(3,4-dihydroxy-5-nitrophenyl)carbonyl]amino}propanamide OC=1C=C(C=C(C1O)[N+](=O)[O-])C(=O)N[C@H](C(=O)N)C